N2,N2'-(4,6-dimethyl-1,3-phenylene)bis(6-methylpyridine-2,3-diamine) CC1=C(C=C(C(=C1)C)NC1=NC(=CC=C1N)C)NC1=NC(=CC=C1N)C